(S)-2-(5-(3-((2-chloro-5-((4-morpholinophenyl)ethynyl)pyridin-4-yl)amino)butoxy)-1,3-dimethyl-1H-pyrazol-4-yl)pyrimidin-4-amine ClC1=NC=C(C(=C1)N[C@H](CCOC1=C(C(=NN1C)C)C1=NC=CC(=N1)N)C)C#CC1=CC=C(C=C1)N1CCOCC1